ClC=1C=NN(C(C1Cl)=O)C(C(=O)OC)COC methyl 2-(4,5-dichloro-6-oxo-pyridazin-1-yl)-3-methoxy-propanoate